5-oxa-8-azaspiro[2.6]nonan-9-one C1CC12COCCNC2=O